ClC1=C(C=CC=C1)[C@@H](C(=O)OC([2H])([2H])[2H])N1CC2=C(CC1)SC(=C2)OC(=O)N2CCN(CC2)C (S)-5-(1-(2-chlorophenyl)-2-(methoxy-d3)-2-oxoethyl)-4,5,6,7-tetrahydrothieno[3,2-c]pyridin-2-yl-4-methylpiperazine-1-carboxylate